Cyclobutane-3-carbonitrile C1CC(C1)C#N